(2R,3R,4R,5R)-2-(13-((2,4-dinitrophenyl)amino)-5,8,11-trioxa-2-azatridecyl)-5-(1-methyl-1H-pyrazol-4-yl)tetrahydro-2H-pyran-3,4-diol [N+](=O)([O-])C1=C(C=CC(=C1)[N+](=O)[O-])NCCOCCOCCOCCNC[C@H]1OC[C@H]([C@H]([C@H]1O)O)C=1C=NN(C1)C